6-((1H-indazol-7-yl)methyl)-2,4-dimethyl-4H-thiazolo[5',4':4,5]pyrrolo[2,3-d]pyridazin-5(6H)-one N1N=CC2=CC=CC(=C12)CN1N=CC2=C(C1=O)N(C1=C2SC(=N1)C)C